CC=1C=NC(=CC1)C 3,6-dimethylpyridine